1-(2-(3-propoxy-4-methoxyphenyl)-2-oxoethyl)-2,6-dimethylpyridin-4(1H)-one C(CC)OC=1C=C(C=CC1OC)C(CN1C(=CC(C=C1C)=O)C)=O